[Cl-].C(C=C)N1CN(C=C1)CCCCCCCC 1-allyl-3-octyl-imidazole chloride salt